FC=1C(=NC(=NC1)NC1=NC=C(C=C1)N1CCC2(CN(C2)C)CC1)C1=C(C=2C(N(CC3(C2S1)CC3)C)=O)C 2'-(5-Fluoro-2-((5-(2-methyl-2,7-diazaspiro[3.5]nonan-7-yl)pyridin-2-yl)amino)pyrimidin-4-yl)-3',5'-dimethyl-5',6'-dihydro-4'H-spiro[cyclopropane-1,7'-thieno[3,2-c]pyridin]-4'-one